ClC1=CC=C(C(=N1)C(=O)O)NC(C)C1=CC(=CC=2C=3N(C(=NC12)N1CCC(CC1)(F)F)C(=CN3)C)C 6-chloro-3-((1-(5-(4,4-difluoropiperidin-1-yl)-3,9-dimethylimidazo[1,2-c]quinazolin-7-yl)ethyl)amino)picolinic acid